The molecule is the leukotriene anion that is the conjugate base of leukotriene B4 arising from deprotonation of the carboxylic acid function. It has a role as a human metabolite and a Saccharomyces cerevisiae metabolite. It is a hydroxy monocarboxylic acid anion and a leukotriene anion. It is a conjugate base of a leukotriene B4. CCCCC/C=C\\C[C@H](/C=C/C=C/C=C\\[C@H](CCCC(=O)[O-])O)O